CC=1SCCN1 methyl-thiazoline